Cl.FC1CNCCC1=O 3-fluoropiperidin-4-one, hydrochloride